COC1=CC=C(CN(C2=NC=C(C=C2C2=NC=C(C=C2)C(N(C)C)=O)C2=C3C(=NC=C2)NC(=C3)C(=O)OC)CC3=CC=C(C=C3)OC)C=C1 methyl 4-(2'-(bis(4-methoxybenzyl) amino)-5-(dimethylcarbamoyl)-[2,3'-bipyridyl]-5'-yl)-1H-pyrrolo[2,3-b]pyridine-2-carboxylate